4-[5-(benzyloxy)-1,2,3-benzotriazol-1-yl]-6-(furan-2-yl)pyrimidin-2-amine C(C1=CC=CC=C1)OC1=CC2=C(N(N=N2)C2=NC(=NC(=C2)C=2OC=CC2)N)C=C1